(R)-2-amino-3-[(7-ethoxythieno[3,2-b]pyridine-2-carbonyl)amino]propanoic acid N[C@@H](C(=O)O)CNC(=O)C1=CC2=NC=CC(=C2S1)OCC